4-((7-ethyl-6-oxo-5,6-dihydro-1,5-naphthyridin-3-yl)methyl)piperazine C(C)C=1C(NC=2C=C(C=NC2C1)CN1CCNCC1)=O